NC1=NC=2C=CC(=CC2C2=C1N=CN=C2)C(=O)N([C@@H]2COCC1=NC(=CC=C12)C(F)(F)F)C 5-amino-N-methyl-N-((5S)-2-(trifluoromethyl)-5,8-dihydro-6H-pyrano[3,4-b]pyridin-5-yl)pyrimido[4,5-c]quinoline-9-carboxamide